(3S,10R)-7-((2S,5R)-4-acryloyl-2,5-dimethylpiperazin-1-yl)-10-(2,4-difluorophenyl)-3-((methoxymethoxy)methyl)-9-(trifluoromethyl)-2,3-dihydro-5H-[1,4]thiazino[2,3,4-ij]quinazolin-5-one C(C=C)(=O)N1C[C@@H](N(C[C@H]1C)C1=NC(N2C3=C(C(=C(C=C13)C(F)(F)F)C1=C(C=C(C=C1)F)F)SC[C@@H]2COCOC)=O)C